1-{2-[(9Z,12Z)-octadecaN-9,12-dien-1-yloxy]-1-[(octyloxy)methyl]ethyl}pyrrolidine C(CCCCCCC\C=C/C\C=C/CCCCC)OCC(COCCCCCCCC)N1CCCC1